C(C1=CC=CC=C1)C=1N(C=2C(=C3CC[C@@H](N(C3=CC2)C(=O)OC)C)N1)CCO methyl (S)-2-benzyl-3-(2-hydroxyethyl)-7-methyl-3,7,8,9-tetrahydro-6H-imidazo[4,5-f]quinoline-6-carboxylate